BrC=1C=CC(N(C1)CC(=O)C=1C=NN(C1C)CC=1C=NC=CC1)=O 5-bromo-1-(2-(5-methyl-1-(pyridin-3-ylmethyl)-1H-pyrazol-4-yl)-2-oxoethyl)pyridin-2(1H)-one